(S)-9-(5-Cyclopropyl-[1,3,4]oxadiazol-2-yl-methyl)-2-((R)-3-methylmorpholin-4-yl)-8-trifluoromethyl-6,7,8,9-tetrahydro-pyrimido[1,2-a]-pyrimidin-4-one C1(CC1)C1=NN=C(O1)CN1[C@@H](CCN2C1=NC(=CC2=O)N2[C@@H](COCC2)C)C(F)(F)F